BrC=1C=2C=C3N(C2C(=C(C1)Cl)Cl)CC[C@H]3N (R)-8-bromo-5,6-dichloro-2,3-dihydro-1H-pyrrolo[1,2-a]indol-1-amine